2-[[(1R)-1-[2-[(2S,6R)-2,6-dimethylmorpholin-4-yl]-7-methyl-4-oxo-pyrido[1,2-a]pyrimidin-9-yl]ethyl]amino]benzenesulfonamide C[C@H]1CN(C[C@H](O1)C)C=1N=C2N(C(C1)=O)C=C(C=C2[C@@H](C)NC2=C(C=CC=C2)S(=O)(=O)N)C